C1(CCC1)NC(=O)C=1SC=2N=C(N=C(C2N1)N1CCOCC1)N/N=C/C=1C=C(C=CC1)C N-cyclobutyl-7-morpholino-5-[(2E)-2-(m-tolylmethylene)hydrazino]thiazolo[5,4-d]pyrimidine-2-carboxamide